(E)-3-(4-(4,6-bis(4-hydroxyphenyl)-1,3,5-triazin-2-yl)phenyl)-N-(2,2,2-trifluoroethyl)acrylamide OC1=CC=C(C=C1)C1=NC(=NC(=N1)C1=CC=C(C=C1)O)C1=CC=C(C=C1)/C=C/C(=O)NCC(F)(F)F